5,7-dichloro-N-(2-methoxy-4-nitrophenyl)benzo[d]oxazol-2-amine ClC=1C=C(C2=C(N=C(O2)NC2=C(C=C(C=C2)[N+](=O)[O-])OC)C1)Cl